BrC=1C=C(C=NC1N1N=CC=N1)N 5-bromo-6-(2H-1,2,3-triazol-2-yl)pyridin-3-amine